C(CCC(=O)[O-])(=O)OC monomethyl succinate